BrC1=C(NC)C(=CC=C1)OC1=C(C=C(C(=C1)F)F)Cl 2-Bromo-6-(2-chloro-4,5-difluorophenoxy)-N-methylaniline